CC(CC(CCC(C)=O)=O)CC=C(CC)C 7,10-Dimethyldodecane-9-ene-2,5-dione